ClC=1C=C(C=CC1)CCNC1=NC(=CC=C1C(=O)O)N1C=NC2=C1C=C(C(=C2)OC)OC 2-[2-(3-chlorophenyl)ethylamino]-6-(5,6-dimethoxybenzimidazol-1-yl)pyridine-3-carboxylic acid